tris(N,N-dimethylaminopropyl)hexahydro-s-triazine CN(C)CCCN1CN(CN(C1)CCCN(C)C)CCCN(C)C